COC(=O)C=1N=NN(C1)C1=CC(=NC=C1C)NC1=CC2=C(OC(O2)(F)F)C=C1 1-(2-((2,2-Difluorobenzo[d][1,3]dioxol-5-yl)amino)-5-methylpyridin-4-yl)-1H-1,2,3-triazole-4-carboxylic acid methyl ester